1-benzyl-7-(naphthalen-1-ylmethyl)-5-oxo-8-(3-(trifluoromethyl)phenyl)-1,2,3,5-tetrahydroimidazo[1,2-a]pyridine-3,6-dicarboxylic acid C(C1=CC=CC=C1)N1CC(N2C1=C(C(=C(C2=O)C(=O)O)CC2=CC=CC1=CC=CC=C21)C2=CC(=CC=C2)C(F)(F)F)C(=O)O